BrC1=C2C(=CC(=C1)C(=O)NC1=CC=C(C=C1)OC(F)(F)Cl)N(C(C21CCN(CC1)C)=O)CC1=CC=C(C=C1)OC 4-bromo-N-(4-(chlorodifluoromethoxy)phenyl)-1-(4-methoxybenzyl)-1'-methyl-2-oxospiro[indoline-3,4'-piperidine]-6-carboxamide